(tert-butyl 2-(methoxy (methyl) amino)-2-oxo-ethyl) carbamate C(N)(OC(C(=O)N(C)OC)C(C)(C)C)=O